(R)-1-ethyl-8-((tetrahydro-2H-pyran-4-yl)methyl)-3-((1R,4R)-4-(trifluoromethyl)cyclohexyl)-1,3,8-triazaspiro[4.6]undecane-2,4-dione C(C)N1C(N(C([C@@]12CCN(CCC2)CC2CCOCC2)=O)C2CCC(CC2)C(F)(F)F)=O